ClC=1C=C(C#N)C=C(C1)N1C(N([C@@]2(C1=O)CCN(CCC2)CC2CCOCC2)CC)=O (R)-3-chloro-5-(1-ethyl-2,4-dioxo-8-((tetrahydro-2H-pyran-4-yl)methyl)-1,3,8-triazaspiro[4.6]undec-3-yl)benzonitrile